4-Bromo-N-((2S,3S)-1-(dimethylamino)-1-oxo-3-phenylbutan-2-yl)benzamide BrC1=CC=C(C(=O)N[C@H](C(=O)N(C)C)[C@@H](C)C2=CC=CC=C2)C=C1